N1[C@@H](CC1)C(=O)N1C(C=2N(CC1)C(=C(N2)C2=CC(=C(C(=C2)F)F)F)NC2=NC=C(C=C2)F)(C)C (S)-azetidin-2-yl(3-((5-fluoropyridin-2-yl)amino)-8,8-dimethyl-2-(3,4,5-trifluorophenyl)-5,6-dihydroimidazo[1,2-a]pyrazin-7(8H)-yl)methanone